COC=1C=C(C=CC1OC1=NC=CC(=N1)C)C1=C(N=C2N1N=CC=C2)C2=CC=C(C=C2)NC(C=C)=O N-(4-(3-(3-methoxy-4-((4-methylpyrimidin-2-yl)oxy)phenyl)imidazo[1,2-b]pyridazin-2-yl)phenyl)acrylamide